C(C1=CC=CC=C1)N1CCC(CC1)CCS(=O)(=O)NC(NC1=C2CCCC2=CC=2CCCC12)=O (E)-2-(1-Benzylpiperidin-4-yl)-N-((1,2,3,5,6,7-hexahydro-s-indacen-4-yl)carbamoyl)-ethansulfonamid